6,6'-(2,2'-dichloro-[1,1'-biphenyl]-3,3'-diyl)bis(1-(((S)-5-oxopyrrolidin-2-yl)methyl)-3,4-dihydroquinolin-2(1H)-one) ClC1=C(C=CC=C1C=1C=C2CCC(N(C2=CC1)C[C@H]1NC(CC1)=O)=O)C1=C(C(=CC=C1)C=1C=C2CCC(N(C2=CC1)C[C@H]1NC(CC1)=O)=O)Cl